(±)-2-(methyl-(2-(methylsulfinylmethyl)-4-nitrophenyl)amino)ethylcarbamic acid tert-butyl ester C(C)(C)(C)OC(NCCN(C1=C(C=C(C=C1)[N+](=O)[O-])C[S@](=O)C)C)=O |r|